The molecule is a 5alpha-androstane compound having 3alpha-acetoxy-, 17beta-acetoxy-, 2beta-piperidino- and 16beta-N-methylpiperidinium substituents. It has a role as a nicotinic antagonist, a neuromuscular agent, a muscle relaxant and a drug allergen. It is an androstane, a quaternary ammonium ion and an acetate ester. It derives from a hydride of a 5alpha-androstane. CC(=O)O[C@H]1C[C@@H]2CC[C@@H]3[C@@H]([C@]2(C[C@@H]1N4CCCCC4)C)CC[C@]5([C@H]3C[C@@H]([C@@H]5OC(=O)C)[N+]6(CCCCC6)C)C